FC(C=1C=C(C=CC1)[Li])(F)F (3-(trifluoromethyl)phenyl)lithium